3-[1-[1-[(4-methoxyphenyl)methyl]-2,6-dioxo-3-piperidyl]-3-methyl-2-oxo-benzimidazol-4-yl]-8-azabicyclo[3.2.1]oct-2-ene-8-carboxylate COC1=CC=C(C=C1)CN1C(C(CCC1=O)N1C(N(C2=C1C=CC=C2C2=CC1CCC(C2)N1C(=O)[O-])C)=O)=O